dibromoketene BrC(=C=O)Br